ClC1=C(C=CC(=C1)Cl)NNC(CCC(NC1=CC=CC=C1)=C1C(NCC1=O)=O)=O N'-(2,4-dichlorophenyl)-4-(2,4-dioxopyrrolidin-3-ylidene)-4-(phenylamino)butyrylhydrazine